NC1=C(C(=NC=N1)N1CC(C(CC1)C)N1C(C(CCC1)NC1=CC(=CC=C1)Cl)=O)F Trans-1'-(6-amino-5-fluoropyrimidin-4-yl)-3-(3-chlorophenyl-amino)-4'-methyl-1,3'-bipiperidin-2-one